C(C)(C)(C)OC(=O)N1CC(CCC1)C=1C=C2C(=NC=NC2=CC1)OC1=C(C(=C(C=C1)Cl)Cl)F.ClC=1C(=C(OC2=NC=NC3=CC=C(C=C23)[C@H]2CN(CCC2)C(=O)OC(C)(C)C)C=CC1Cl)F (S)-tert-butyl 3-(4-(3,4-dichloro-2-fluorophenoxy)quinazolin-6-yl)piperidine-1-carboxylate tert-Butyl-3-[4-(3,4-dichloro-2-fluoro-phenoxy)quinazolin-6-yl]piperidine-1-carboxylate